C(C(C)(C)C)OC(C(C(C(=O)OCC(C)(C)C)(CC)CC)(CC)CC)=O dineopentyl-2,2,3,3-tetraethylsuccinate